C1(CC1)C(C(C=1OC2=C(N1)C=C(C=C2)CN2C(NC(C2)C(F)(F)F)=O)NC(=O)C2=CC=NN2CC[C@H](C(F)(F)F)O)C2CC2 N-(2,2-dicyclopropyl-1-(5-((2-oxo-4-(trifluoromethyl)imidazolidin-1-yl)methyl)benzo[d]oxazol-2-yl)ethyl)-1-((R)-4,4,4-trifluoro-3-hydroxybutyl)-1H-pyrazole-5-carboxamide